(S)-N-(5-Chloro-3-methyl-1H-pyrazol-4-yl)-5-fluoro-4-(5-fluoro-6-(hydroxymethyl)pyridin-2-yl)-2-((1,1,1-trifluoropropan-2-yl)oxy)benzamide ClC1=C(C(=NN1)C)NC(C1=C(C=C(C(=C1)F)C1=NC(=C(C=C1)F)CO)O[C@H](C(F)(F)F)C)=O